C(C=C)N1S(N(CC2=C1C(=C(C(=C2)Cl)C)[N+](=O)[O-])CCOC)(=O)=O 1-allyl-6-chloro-3-(2-methoxyethyl)-7-methyl-8-nitro-3,4-dihydro-1H-benzo[c][1,2,6]thiadiazine 2,2-dioxide